C(C)[C@@H]1N(C[C@H](N(C1)C(C)C1=NC=2N(C=C1)N=CC2F)CC)C2=NC(N(C=1N2N=C(C1)CC#N)C)=O 2-(4-((2S,5R)-2,5-diethyl-4-(1-(3-fluoropyrazolo[1,5-a]pyrimidin-5-yl)ethyl)piperazin-1-yl)-1-methyl-2-oxo-1,2-dihydropyrazolo[1,5-a][1,3,5]triazin-7-yl)acetonitrile